C(CCCCCCCCCCCCCCCCCCCCC)C(=O)CCCCCCCCCCCCCCCC n-Hexadecyl docosyl ketone